2-(trans-3-{5-[(1S)-1-amino-2,2,2-trifluoroethyl]pyridin-2-yl}cyclobutyl)-7-methoxy[1,2,4]triazolo[1,5-c]quinazolin-5-amine N[C@H](C(F)(F)F)C=1C=CC(=NC1)[C@@H]1C[C@H](C1)C1=NN2C(=NC=3C(=CC=CC3C2=N1)OC)N